FC=1C(=C(C=CC1F)[C@H]1[C@H](O[C@@]([C@@H]1C)(C(F)(F)F)C)C(=O)NC1=CC(=NC=C1)C(=O)N)OC 4-((2S,3S,4R,5S)-3-(3,4-difluoro-2-methoxyphenyl)-4,5-dimethyl-5-(trifluoromethyl)tetrahydrofuran-2-carboxamido)picolinamide